O1C(NC2=C1C=CC(=C2)C2(NC(=NC=C2F)NC=2C=CC(=NC2)C2CNCCO2)N)=O 4-(benzo[d]oxazol-2(3H)-on-5-yl)-N2-((2-morpholinyl)pyridin-5-yl)-5-fluoropyrimidine-2,4-diamine